ClC=1C=CC(=C(C1)C1=CC(N(C=C1OC)[C@H](C(=O)NC1=CC(=C(C(=O)N)C=C1)F)CCC)=O)N1N=NC(=C1)Cl 4-{[(2S)-2-{4-[5-chloro-2-(4-chloro-1H-1,2,3-triazol-1-yl)phenyl]-5-methoxy-2-oxopyridin-1(2H)-yl}pentanoyl]amino}-2-fluorobenzamide